COC(=O)C1=NC=NC(=C1)N1N=C(N=C1[C@H](C)NC(=O)OC(C)(C)C)C1CC1 6-[5-[(1S)-1-(tert-butoxycarbonylamino)ethyl]-3-cyclopropyl-1,2,4-triazol-1-yl]pyrimidine-4-carboxylic acid methyl ester